CC1=C2CC=3C(=CC2=C(C=C1)C)C=CC3 5,8-dimethylcyclopenta[b]naphthalene